2-chloro-6-fluorocinnamoylguanidine ClC1=C(C=CC(=O)NC(=N)N)C(=CC=C1)F